N-(4-carbamoyl-thiophen-2-yl)-2-(4,4-difluoroazepan-1-yl)-7-fluoroquinoline-3-carboxamide C(N)(=O)C=1C=C(SC1)NC(=O)C=1C(=NC2=CC(=CC=C2C1)F)N1CCC(CCC1)(F)F